tert-butyl (2R,3R)-2-cyclopropyl-3-((2,7-dichloro-8-fluoropyrido[4,3-d]pyrimidin-4-yl)(methyl)amino)pyrrolidine-1-carboxylate C1(CC1)[C@H]1N(CC[C@H]1N(C)C=1C2=C(N=C(N1)Cl)C(=C(N=C2)Cl)F)C(=O)OC(C)(C)C